OC=1C=C(C=CC1)\C=C\C1=CC(=C(C=C1)O)O 3,3',4'-trihydroxy-trans-stilbene